[N+](=O)([O-])C1=CC=C(OC=2C=C(OC3=C(C=CC=C3)/C(/C(=O)OC)=C\OC)C=CC2)C=C1 methyl (E)-2-[2-[3-[4-nitrophenoxy]phenoxy]phenyl]-3-methoxyacrylate